Triglycidylphosphit C(C1CO1)OP(OCC1CO1)OCC1CO1